2-(2,2-dichlorovinyl)-3,3-dimethyl-1-cyclopropanecarboxylate ClC(=CC1C(C1(C)C)C(=O)[O-])Cl